N-(2-methoxy-3-{[2-(pyrrolidin-1-yl)ethoxy]methyl}-6H,7H,8H,9H-cyclohexa[b]1,5-naphthyridin-10-yl)-1-(propan-2-yl)piperidin-4-amine COC=1N=C2C(=C3C(=NC2=CC1COCCN1CCCC1)CCCC3)NC3CCN(CC3)C(C)C